N1=NC(=CC2=C1C1=C(CCC2)C=CC=C1)N1N=C(N=C1N)NC=1C=CC2=C(CCC(CC2)NC(C)=O)C1 1-(6,7-dihydro-5H-benzo[6,7]cyclohepta[1,2-c]pyridazin-3-yl)-N3-(7-(acetamido)-6,7,8,9-tetrahydro-5H-benzo[7]annulene-2-yl)-1H-1,2,4-triazole-3,5-diamine